benzoic acid 2-ethoxy-4-methylphenyl ester C(C)OC1=C(C=CC(=C1)C)OC(C1=CC=CC=C1)=O